C(C1=CC=CC=C1)(=O)NN benzohydrazid